C(C1=CC=CC=C1)N1CCC(CC1)CCNC(=O)N1C2CN(CC1CC2)C2=NC=C(C=N2)C#N N-[2-(1-benzylpiperidin-4-yl)ethyl]-3-(5-cyanopyrimidin-2-yl)-3,8-diazabicyclo[3.2.1]octane-8-carboxamide